CC1=C(C=C(C=N1)NC(C1=NC=CC(=C1)C(C(F)(F)F)(O)O)=O)C=1C=NC2=CC(=NC=C2C1)NC N-(6-methyl-5-(7-(methylamino)-1,6-naphthyridin-3-yl)pyridin-3-yl)-4-(2,2,2-trifluoro-1,1-dihydroxyethyl)picolinamide